1-(4-{2-oxa-8-azaspiro[4.5]decane-8-sulfonyl}phenyl)-3-(pyridin-3-ylmethyl)urea C1OCCC12CCN(CC2)S(=O)(=O)C2=CC=C(C=C2)NC(=O)NCC=2C=NC=CC2